FC=1C=CC=CC1F 3,4-difluorobenzene